2H-pyrazolo[4,3-c]quinoline N=1NC=C2C=NC=3C=CC=CC3C21